ClC=1C=C(C)C=C(C1[N+](=O)[O-])Cl 3,5-dichloro-4-nitrotoluene